(R)-2-((((R)-1-(naphthalen-1-yl)ethyl)amino)methyl)chroman-4-one hydrochloride Cl.C1(=CC=CC2=CC=CC=C12)[C@@H](C)NC[C@@H]1OC2=CC=CC=C2C(C1)=O